tert-Butyl 4-(4-((4-phenoxyphenyl)amino)pyrido[3,2-d]pyrimidin-6-yl)piperazine-1-carboxylate O(C1=CC=CC=C1)C1=CC=C(C=C1)NC=1C2=C(N=CN1)C=CC(=N2)N2CCN(CC2)C(=O)OC(C)(C)C